ClC1=C(C(=O)OC)C=CC(=C1)NC(=O)C=1N(C(=CN1)C1=C(C(=C(C=C1)OC)F)F)C methyl 2-chloro-4-[[5-(2,3-difluoro-4-methoxy-phenyl)-1-methyl-imidazole-2-carbonyl]amino]benzoate